5-(4-(7-(tert-butylcarbamoyl)-2H-indazol-2-yl)phenyl-2,3,5,6-d4)-3,4-dihydropyridine-1(2H)-carboxylic acid tert-butyl ester C(C)(C)(C)OC(=O)N1CCCC(=C1)C1=C(C(=C(C(=C1[2H])[2H])N1N=C2C(=CC=CC2=C1)C(NC(C)(C)C)=O)[2H])[2H]